BrC=1C=CC(=NC1)C#C[Si](C)(C)C 2-(5-bromo-2-pyridinyl)ethynyl-trimethyl-silane